(1r,4r)-4-(((6-(2-chloro-3-(2-(4-((((1r,4r)-4-hydroxycyclohexyl)amino)methyl)-3-methoxyphenyl)-3-methylpyridin-4-yl)phenyl)-2-methoxypyridin-3-yl)methyl)amino)cyclohexan-1-ol ClC1=C(C=CC=C1C1=C(C(=NC=C1)C1=CC(=C(C=C1)CNC1CCC(CC1)O)OC)C)C1=CC=C(C(=N1)OC)CNC1CCC(CC1)O